(8-fluoro-4-oxo-3-(2-(trifluoromethyl)benzyl)-3,4-dihydrobenzo[d][1,2,3]triazin-5-yl)-4-hydroxybenzamide FC1=CC=C(C2=C1N=NN(C2=O)CC2=C(C=CC=C2)C(F)(F)F)C2=C(C(=O)N)C=CC(=C2)O